C(CCCCCCCCCCCCCCCCCC)(=O)N[C@@H](CC(C)C)C(=O)O N-n-nonadecanoyl-leucine